3-fluoro-4-(6-(((3aR,5s,6aS)-2-((tetrahydro-2H-pyran-4-yl)methyl)octahydrocyclopenta[c]pyrrol-5-yl)amino)pyridazin-3-yl)benzamide FC=1C=C(C(=O)N)C=CC1C=1N=NC(=CC1)NC1C[C@@H]2[C@@H](CN(C2)CC2CCOCC2)C1